1,3-diphosphoglycerate C(C(C(=O)OP(=O)(O)O)O)OP(=O)(O)O